(S)-1-(6-aminopyridin-3-yl)piperidin NC1=CC=C(C=N1)N1CCCCC1